N-((3S,4R)-4-((6-(2,6-dichloro-3,5-dimethoxyphenyl)-8-((tetrahydrofuran-3-yl)amino)pyrido[3,4-d]pyrimidin-2-yl)amino)-1-(2-(dimethylamino)eth-yl)pyrrolidin-3-yl)acrylamide ClC1=C(C(=C(C=C1OC)OC)Cl)C1=CC2=C(N=C(N=C2)N[C@H]2[C@H](CN(C2)CCN(C)C)NC(C=C)=O)C(=N1)NC1COCC1